N(=[N+]=[N-])C1=CC=C(C=C1)F 1-azido-4-fluorobenzene